O=C1NC(CCC1N1C(N(C2=C1C=CC(=C2)CCCCOCCCCNCC(=O)OC(C)(C)C)C)=O)=O tert-butyl 2-[4-[4-[1-(2,6-dioxo-3-piperidyl)-3-methyl-2-oxo-benzimidazol-5-yl]butoxy]butylamino]acetate